N-tert-butyl-4-[(2-hydroxyphenyl)carbamoylamino]pyridine-2-carboxamide C(C)(C)(C)NC(=O)C1=NC=CC(=C1)NC(NC1=C(C=CC=C1)O)=O